[6-[5-(1-hydroxycyclopropyl)-4H-1,2,4-triazol-3-yl]-2-azaspiro[3.3]heptan-2-yl]-[6-[[6-(trifluoromethyl)pyridazin-3-yl]methyl]-2-azaspiro[3.3]heptan-2-yl]methanone OC1(CC1)C=1NC(=NN1)C1CC2(CN(C2)C(=O)N2CC3(C2)CC(C3)CC=3N=NC(=CC3)C(F)(F)F)C1